tetramethyl-1,1'-spirobiindan CC1(C(C2(C3=CC=CC=C13)CCC1=CC=CC=C12)(C)C)C